C1=CC=C(C(=C1)N)S O-aminothiophenol